C=12C3=CC=CC(=C3SC2=CC=CC1)S(=O)(=O)C1=CC=C(C=C1)CNC(=O)C1=CC=2C(=CN=CC2)S1 N-[(4-{8-thiatricyclo[7.4.0.02,7]trideca-1(13),2,4,6,9,11-hexaene-6-sulfonyl}phenyl)methyl]thieno[2,3-c]pyridine-2-carboxamide